4-(9-phenyl-9H-fluoren-9-yl)-biphenyl C1(=CC=CC=C1)C1(C2=CC=CC=C2C=2C=CC=CC12)C1=CC=C(C=C1)C1=CC=CC=C1